4-((1-(1-methyl-1H-1,2,4-triazol-3-yl)-1H-pyrazol-3-yl)amino)pyridazine-3-carboxamide CN1N=C(N=C1)N1N=C(C=C1)NC1=C(N=NC=C1)C(=O)N